C\C=C\CCCCCCC (E)-dec-2-ene